3-[2-(perfluorohexyl)ethoxy]-1,2-epoxypropane FC(C(C(C(C(C(F)(F)F)(F)F)(F)F)(F)F)(F)F)(CCOCC1CO1)F